Ethyl (E)-3-(1-((((2R,11aS)-2-((tert-butyldimethylsilyl)oxy)-7-methoxy-5-oxo-2,3,5,10,11,11a-hexahydro-1H-benzo[e]pyrrolo[1,2-a][1,4]diazepin-8-yl)oxy)methyl)cyclopropyl)acrylate [Si](C)(C)(C(C)(C)C)O[C@@H]1C[C@@H]2N(C(C3=C(NC2)C=C(C(=C3)OC)OCC3(CC3)/C=C/C(=O)OCC)=O)C1